(S)-(3-aminopyrrolidin-1-yl)(5-(3-fluoro-4-(1-(tetrahydro-2H-pyran-4-yl)piperidin-4-yl)phenyl)-3-methylthiophen-2-yl)methanone N[C@@H]1CN(CC1)C(=O)C=1SC(=CC1C)C1=CC(=C(C=C1)C1CCN(CC1)C1CCOCC1)F